ethyl-N,N-dimethylamino benzoate C(C1=CC=CC=C1)(=O)ON(CCC)C